2,2-difluoro-propyl trifluoromethanesulfonate FC(S(=O)(=O)OCC(C)(F)F)(F)F